FS(=O)(=O)O.FC(C(=O)O)(C(C(C(C(C(C(C(C(F)(F)F)(F)F)(F)F)(F)F)(F)F)(F)F)(F)F)(F)F)F perfluorodecanoic acid, perfluorosulfonic acid salt